methyl (1R,4R)-4-formylcyclohexane-1-carboxylate C(=O)C1CCC(CC1)C(=O)OC